FC=1C=C(C=CC1)C(C(=O)O)N1C(C2=CC(=CC=C2C1)C1=CC=C(C=C1)C1CCN(CC1)C)=O 2-(3-fluorophenyl)-2-[6-[4-(1-methyl-4-piperidinyl)phenyl]-1-oxo-isoindolin-2-yl]acetic acid